C(\C=C\C(=O)O)(=O)O.CNCC1=CN(C(=C1)C1=C(C=CC=C1)C)S(=O)(=O)C=1C=NC=CC1 N-methyl-1-[5-(2-methylphenyl)-1-(pyridin-3-ylsulfonyl)-1H-pyrrol-3-yl]Methylamine fumarate